1-(6-bromo-1,2,4-triazin-3-yl)octahydro-6H-pyrrolo[2,3-c]pyridine-6-carboxylate BrC1=CN=C(N=N1)N1CCC2C1CN(CC2)C(=O)[O-]